(Tert-butyl)-1,3-dihydro-spiro[indene-2,3'-oxetane] C(C)(C)(C)C1OCC12CC1=CC=CC=C1C2